BrC1=C(C=C2C=NN(C2=C1)CC)OC1=C(C=C(C=C1)[N+](=O)[O-])F 6-bromo-5-(2-fluoro-4-nitrophenoxy)-1-ethyl-1H-indazole